C(C)C(CC(N(C)C)C1=CC=C(C=C1)F)N=C=N 1-ethyl-3-(4-fluorophenyl)-3-dimethylaminopropyl-carbodiimide